FC1=CC(=C(OC=2N=NC=C(C2C(=O)NC2=CC(=CC=C2)S(=O)(=O)C)C)C=C1)C 3-(4-fluoro-2-methyl-phenoxy)-5-methyl-N-[3-(methylsulfonyl)phenyl]pyridazine-4-carboxamide